N-(2-(3-chloro-1-((R)-2-methoxypropyl)-1H-pyrazol-4-yl)pyrimidin-4-yl)-5-isopropyl-8-((2R,3S)-2-methyl-3-((methanesulfonyl)methyl)azetidin-1-yl)isoquinolin-3-amine ClC1=NN(C=C1C1=NC=CC(=N1)NC=1N=CC2=C(C=CC(=C2C1)C(C)C)N1[C@@H]([C@H](C1)CS(=O)(=O)C)C)C[C@@H](C)OC